C1(=CC=C(C=C1)S(=O)(=O)OCC1CC(C1)OC1CCN(CC1)C(=O)OC(C)(C)C)C tert-butyl 4-[3-(p-tolylsulfonyloxymethyl)cyclobutoxy]piperidine-1-carboxylate